C(C)(C)(C)OC(=O)N1[C@@H](CN([C@H](C1)C)C=1C2=C(N=CN1)N(C=C2C(F)(F)F)[C@H]2CC(CCC2)(F)F)C (2R,5S)-4-(7-((R)-3,3-difluorocyclohexyl)-5-(trifluoromethyl)-7H-pyrrolo[2,3-d]pyrimidin-4-yl)-2,5-dimethylpiperazine-1-carboxylic acid tert-butyl ester